4-((1-(cyclopropylmethyl)-1H-benzo[d]imidazol-2-yl)methyl)-N-hydroxy-3,4-dihydro-2H-benzo[b][1,4]oxazine-6-carboxamide C1(CC1)CN1C(=NC2=C1C=CC=C2)CN2C1=C(OCC2)C=CC(=C1)C(=O)NO